N-methyl-phenylethanolamine CNCC(O)C1=CC=CC=C1